4-(2-ethylhexyl)-3-fluorothiophene C(C)C(CC=1C(=CSC1)F)CCCC